C(C)(=O)OCC=1C=C2C([C@](C3(C(=C2C1COC(C)=O)C)CC3)(C)O)=O (R)-(6'-hydroxy-4',6'-dimethyl-7'-oxo-6',7'-dihydrospiro[cyclopropane-1,5'-indene]-2',3'-diyl)bis(methylene) diacetate